methyl 4-amino-5-(2-((tert-butyldimethyl silyl)oxy)ethoxy)-6-chloronicotinate NC1=C(C(=NC=C1C(=O)OC)Cl)OCCO[Si](C)(C)C(C)(C)C